CC1=C(C=C(N)C=C1)C=1C=NC=CC1 4-methyl-3-(pyridin-3-yl)aniline